4-fluoro-N-(1-(6,6a,7,7a-tetrahydro-5H-cyclopropa[c][1,5]naphthyridin-2-yl)ethyl)benzamide FC1=CC=C(C(=O)NC(C)C=2N=C3C4C(CNC3=CC2)C4)C=C1